(S)-5-Fluoro-2-((5-(3-((9-(1-hydroxycyclopropane-1-carboxamido)-3-azaspiro[5.5]undec-3-yl)methyl)pyrrolidin-1-yl)-1,2,4-triazin-6-yl)oxy)-N,N-diisopropylbenzamide FC=1C=CC(=C(C(=O)N(C(C)C)C(C)C)C1)OC1=C(N=CN=N1)N1C[C@@H](CC1)CN1CCC2(CC1)CCC(CC2)NC(=O)C2(CC2)O